[N+](=O)([O-])C1=CC=C(S1)C=CC=1C(NC2=CC=CC=C2C1)=O (2-(5-nitro-2-thienyl)vinyl)quinolone